methyl (1R,2S,5S)-3-[(2S)-2-[(2-cyclopropyl-2-methoxy-acetyl)amino]-3,3-dimethyl-butanoyl]-6,6-dimethyl-3-azabicyclo[3.1.0]hexane-2-carboxylate C1(CC1)C(C(=O)N[C@H](C(=O)N1[C@@H]([C@H]2C([C@H]2C1)(C)C)C(=O)OC)C(C)(C)C)OC